COC1=CC=C(CN(C=2N=C(C=C3C=C(N=CC23)NC(=O)[C@@H]2[C@@H](C2)C(=O)O)C=2C=NC=CC2C)CC2=CC=C(C=C2)OC)C=C1 |r| (±)-cis-2-(8-(bis(4-methoxybenzyl)amino)-6-(4-methylpyridin-3-yl)-2,7-Naphthyridin-3-ylcarbamoyl)cyclopropanecarboxylic acid